C(CC)(=O)OCC(COC(CC)=O)(COC(CC)=O)COC(CC)=O pentaerythritol tetrakis[propionate]